COC1=CC=C(CN(C2=NC(=NN3C2=NC=C3C(C=3C=CC(=NC3C)C=3CCN(CC3)C(=O)OC(C)(C)C)O)OCCCC)CC3=CC=C(C=C3)OC)C=C1 tert-butyl 5-((4-(bis(4-methoxybenzyl) amino)-2-butoxyimidazo[2,1-f][1,2,4]triazin-7-yl) (hydroxy) methyl)-6-methyl-3',6'-dihydro-[2,4'-bipyridine]-1'(2'H)-carboxylate